3-methyl-1-(5-nitropyrimidin-2-yl)azetidin-3-ol CC1(CN(C1)C1=NC=C(C=N1)[N+](=O)[O-])O